N-((2-(2,6-dioxopiperidin-3-yl)-1-oxoisoindolin-5-yl)methyl)-2-phenyl-3-(3-phenylureido)propanamide O=C1NC(CCC1N1C(C2=CC=C(C=C2C1)CNC(C(CNC(=O)NC1=CC=CC=C1)C1=CC=CC=C1)=O)=O)=O